ClC(C1=NC(=NC(=N1)C(Cl)(Cl)Cl)C=CC=1OC(=CC1)CCC)(Cl)Cl 2,4-bis(trichloromethyl)-6-[2-(5-propyl-2-furyl)vinyl]-s-triazine